2-(2-acetyl-4-bromo-5-chlorophenoxy)acetic acid C(C)(=O)C1=C(OCC(=O)O)C=C(C(=C1)Br)Cl